4-[4-[2-[4-[(3R,5R)-5-[(6-Bromo-5-oxo-thiazolo[3,2-a]pyrimidin-7-yl)amino]-1-methyl-3-piperidyl]phenoxy]ethyl]piperazin-1-yl]-2-(2,6-dioxo-3-piperidyl)isoindoline-1,3-dione BrC1=C(N=C2N(C1=O)C=CS2)N[C@@H]2C[C@@H](CN(C2)C)C2=CC=C(OCCN1CCN(CC1)C1=C3C(N(C(C3=CC=C1)=O)C1C(NC(CC1)=O)=O)=O)C=C2